(2S,4S)-1-(7-cyano-1H-indole-2-carbonyl)-4-cyclohexyl-N-((S)-1-hydroxy-3-((S)-2-oxopyrrolidin-3-yl)propan-2-yl)pyrrolidine-2-carboxamide C(#N)C=1C=CC=C2C=C(NC12)C(=O)N1[C@@H](C[C@H](C1)C1CCCCC1)C(=O)N[C@H](CO)C[C@H]1C(NCC1)=O